FC=1C=C2C(C(=C(N(C2=CC1)N1NOC=C1)CO)I)=O 6-fluoro-2-(hydroxymethyl)-3-iodo-1-(oxadiazole-3-yl)quinolin-4(1H)-one